Cl.Cl.Cl.N[C@H](C(=O)O)CC1=CC(=C(C=C1)OCCCCN1CCC(CC1)=C1C2=C(CCC=3C1=NC=CC3)C=C(C=C2)Cl)Cl (S)-2-amino-3-(3-chloro-4-(4-(4-(8-chloro-5,6-dihydro-11H-benzo[5,6]cyclohepta[1,2-b]pyridin-11-ylidene)piperidin-1-yl)butoxy)phenyl)-propionic acid tri-hydrochloride